Cl.O=C1N(CC2=CC(=CC=C12)O[C@H]1CNCC1)C1C(NC(CC1)=O)=O 3-[1-oxo-5-[(3R)-pyrrolidin-3-yl]oxy-isoindolin-2-yl]piperidine-2,6-dione hydrochloride